tert-butyl 4-{[2-(trifluoromethyl)pyrimidin-5-yl]oxy}piperidine-1-carboxylate FC(C1=NC=C(C=N1)OC1CCN(CC1)C(=O)OC(C)(C)C)(F)F